ethyl 3-amino-6,7-difluoro-1-benzothiophene-2-carboxylate NC1=C(SC2=C1C=CC(=C2F)F)C(=O)OCC